(2R,3S,4R,5R)-5-cyano-2-((2-cyclohexylacetoxy)methyl)-4-hydroxy-5-(4-((((pivaloyloxy)methoxy)carbonyl) amino)pyrrolo[2,1-f][1,2,4]triazin-7-yl)tetrahydrofuran-3-yl L-valinate N[C@@H](C(C)C)C(=O)O[C@@H]1[C@H](O[C@]([C@@H]1O)(C1=CC=C2C(=NC=NN21)NC(=O)OCOC(C(C)(C)C)=O)C#N)COC(CC2CCCCC2)=O